2-[1,1'-biphenyl]-3-yl-4-(4-chlorophenyl)-6-phenyl-1,3,5-triazine C1(=CC(=CC=C1)C1=NC(=NC(=N1)C1=CC=C(C=C1)Cl)C1=CC=CC=C1)C1=CC=CC=C1